(2R,4R)-6-chloro-7-fluoro-4-hydroxy-N-(3-{5-[2-(trifluoromethoxy)ethyl]-5,6-dihydropyrrolo[3,4-c]pyrazol-2(4H)-yl}bicyclo[1.1.1]pentan-1-yl)-3,4-dihydro-2H-1-benzopyran-2-carboxamide ClC=1C(=CC2=C([C@@H](C[C@@H](O2)C(=O)NC23CC(C2)(C3)N3N=C2C(=C3)CN(C2)CCOC(F)(F)F)O)C1)F